N2-(2-(1H-1,2,4-triazol-1-yl)ethyl)-2',6'-dimethyl-N4-phenyl-[1,1'-biphenyl]-2,4-diamine N1(N=CN=C1)CCNC=1C(=CC=C(C1)NC1=CC=CC=C1)C1=C(C=CC=C1C)C